5,7,8,4'-Tetrahydroxyflavone OC1=C2C(C=C(OC2=C(C(=C1)O)O)C1=CC=C(C=C1)O)=O